C(C=C)[Pd-2](CC=C)(Cl)Cl bis(allyl)-palladium (II) dichloride